C1(CC1)COC1=C(C=C2CCN(C(C2=C1)CCC1=CNC2=CC(=CC=C12)C)C=O)OC 7-(cyclopropylmethoxy)-6-methoxy-1-(2-(6-meth-yl-1H-indol-3-yl)ethyl)-3,4-dihydroisoquinoline-2(1H)-formaldehyde